C(C)(C)(C)OC(NC=1SC=C(C1)Br)=O (4-bromo-2-thienyl)carbamic acid tert-butyl ester